C(C)(C)(C)OC(=O)N1CCC2(CC3=NN=CN3C2=O)CC1 oxo-5'H,7'H-spiro[piperidine-4,6'-pyrrolo[2,1-c][1,2,4]triazole]-1-carboxylic acid tert-butyl ester